4-chloro-2-nitropyrazolo[1,5-a]pyrazine ClC=1C=2N(C=CN1)N=C(C2)[N+](=O)[O-]